5-((4-(1H-1,2,3-triazol-1-yl)benzyl)oxy)-2-(isoindolin-2-ylmethyl)-4H-pyran-4-one N1(N=NC=C1)C1=CC=C(COC=2C(C=C(OC2)CN2CC3=CC=CC=C3C2)=O)C=C1